OC1=CC=C(C=C1)C1COC2=C(C(=CC=C2C1C1=CC(=C(C=C1)F)C)O)C 3-(4-hydroxyphenyl)-4-(4-fluoro-3-methylphenyl)-8-methylchroman-7-ol